5-((2-boronobenzyl)(methyl)amino)-1-naphthoic acid B(O)(O)C1=C(CN(C2=C3C=CC=C(C3=CC=C2)C(=O)O)C)C=CC=C1